3-(methoxymethyl)morpholine hydrochloride Cl.COCC1NCCOC1